1-(1-(4-Chlorophenyl)-2,5-dimethyl-1H-pyrrol-3-yl)-2-((2-hydroxyethyl)amino)ethan-one ClC1=CC=C(C=C1)N1C(=C(C=C1C)C(CNCCO)=O)C